5-bromo-2-fluoro-4-(6-fluorobenzo[c][1,2,5]-oxadiazol-5-yl)aniline BrC=1C(=CC(=C(N)C1)F)C1=CC=2C(=NON2)C=C1F